4-(5-chlorofuran-2-yl)-1,3-bis(2,4-difluorophenyl)-N-((3-methoxyoxetan-3-yl)methyl)-5-methyl-4,5-dihydro-1H-pyrazole-5-carboxamide ClC1=CC=C(O1)C1C(=NN(C1(C(=O)NCC1(COC1)OC)C)C1=C(C=C(C=C1)F)F)C1=C(C=C(C=C1)F)F